BrCCCCCCCC bromo-octane